C/C(=C\CC(C)O)/O (2E)-2-hexene-2,5-diol